(2S,4r)-1-[(2S)-2-(4-cyclopropyltriazol-1-yl)-3,3-dimethyl-butyryl]-4-hydroxy-N-[2-[2-(methylcarbamoyl)pyrrolidin-1-yl]-2-oxo-ethyl]pyrrolidine-2-carboxamide C1(CC1)C=1N=NN(C1)[C@H](C(=O)N1[C@@H](C[C@H](C1)O)C(=O)NCC(=O)N1C(CCC1)C(NC)=O)C(C)(C)C